OCC1=CC=C2C(NC(N(C2=C1)C1=CC=CC=C1)=O)=O 7-(hydroxymethyl)-1-phenyl-1,3-dihydroquinazoline-2,4-dione